O=C1NC(CCC1N1C(C2=CC=C(C=C2C1=O)NCCNC(C)=O)=O)=O N-(2-((2-(2,6-dioxopiperidin-3-yl)-1,3-dioxoisoindolin-5-yl)amino)ethyl)acetamide